1-(4-{1-[(2,6-difluorophenyl)methyl]-5-[(dimethylamino)methyl]-3-(6-methoxypyridazin-3-yl)-2,4-dioxo-1,2,3,4-tetrahydrothieno[2,3-d]pyrimidin-6-yl}phenyl)-3-methoxyurea FC1=C(C(=CC=C1)F)CN1C(N(C(C2=C1SC(=C2CN(C)C)C2=CC=C(C=C2)NC(=O)NOC)=O)C=2N=NC(=CC2)OC)=O